C12CN(CC(CC1)N2)C2=NC=NC=1NC(CN(C21)CC)=O 4-{3,8-diazabicyclo[3.2.1]oct-3-yl}-5-ethyl-6,8-dihydropteridin-7-one